FC(C1=CC2=C(C(CO2)=O)C=C1)(F)F 6-(trifluoromethyl)benzofuran-3(2H)-one